CN1N=C(C=C1)N1CCC(CC1)C=O 1-(1-methyl-1H-pyrazol-3-yl)piperidine-4-carbaldehyde